(R)- or (S)-N-(1-(1-cyclopropylethyl)-5-(difluoromethyl)-1H-pyrazol-4-yl)-2-(1H-pyrazol-4-yl)thiazole-4-carboxamide C1(CC1)[C@@H](C)N1N=CC(=C1C(F)F)NC(=O)C=1N=C(SC1)C=1C=NNC1 |o1:3|